(6S,8R)-6-(4-bromo-2-methoxyphenyl)-8-methyl-7-(2,2,2-trifluoroethyl)-6,7,8,9-tetrahydro-3H-pyrazolo[4,3-J]isoquinoline BrC1=CC(=C(C=C1)[C@@H]1C(C2[C@H](CN=C3C2(C=C1)CN=N3)C)CC(F)(F)F)OC